C(#N)C(C(=O)OCCCCCC(C)C)=C(C1=CC=CC=C1)C1=CC=CC=C1 isooctyl α-cyano-β-phenyl-cinnamate